Octyl gallate (Octyl Gallate) C(CCCCCCC)C1=C(C(=O)O)C=C(C(=C1O)O)O.C(C1=CC(O)=C(O)C(O)=C1)(=O)OCCCCCCCC